tert-butyl 1-((4-chloro-1-methyl-1H-pyrazol-5-yl) methyl)-3,4-dihydroisoquinoline-2(1H)-carboxylate ClC=1C=NN(C1CC1N(CCC2=CC=CC=C12)C(=O)OC(C)(C)C)C